1,1,1-trimethylolisoheptadecane C(O)C(CCCCCCCCCCCCCC(C)C)(CO)CO